4-((3'-chloro-4'-(piperidin-1-yl)-[1,1'-biphenyl]-4-yl)thio)-1H-1,2,3-triazole-5-carboxylic acid 2,2,2-trifluoroacetate FC(C(=O)O)(F)F.ClC=1C=C(C=CC1N1CCCCC1)C1=CC=C(C=C1)SC=1N=NNC1C(=O)O